C(CCC)OC(CN1C2=C(C3=CC(=C(C=C13)F)F)C(=NC=N2)N)=O.NCCNCCC[Si](OC)(OC)OC [N-(2-Aminoethyl)-3-aminopropyl]trimethoxysilan butyl-2-(4-amino-6,7-difluoro-9H-pyrimido[4,5-b]indol-9-yl)acetate